N-((1s,4s)-1-allyl-4-((3-iodo-2-(3-methoxy-1-methyl-1H-pyrazol-4-yl)-5-nitro-1-(phenylsulfonyl)-1H-pyrrolo[2,3-b]pyridin-4-yl)amino)cyclohexyl)cyclopropanecarboxamide C(C=C)C1(CCC(CC1)NC1=C2C(=NC=C1[N+](=O)[O-])N(C(=C2I)C=2C(=NN(C2)C)OC)S(=O)(=O)C2=CC=CC=C2)NC(=O)C2CC2